1-butyl-3-methylimidazole iodide salt [I-].C(CCC)N1CN(C=C1)C